6-Benzyloxy-2,2-dimethylhexanoic acid C(C1=CC=CC=C1)OCCCCC(C(=O)O)(C)C